C(C)OC(=O)C=1OC2=C(C1)C=CC=C2[N+](=O)[O-] 7-nitrobenzofuran-2-carboxylic acid ethyl ester